3-(3-bromo-5-fluorophenyl)-2-{[(tert-butoxy)carbonyl]Amino}propionic acid BrC=1C=C(C=C(C1)F)CC(C(=O)O)NC(=O)OC(C)(C)C